5-[3-benzyloxy-7-[1-(2,2-dimethoxyethyl)pyrazol-4-yl]-1-fluoro-2-naphthyl]-1,1-dioxo-1,2,5-thiadiazolidin-3-one C(C1=CC=CC=C1)OC=1C(=C(C2=CC(=CC=C2C1)C=1C=NN(C1)CC(OC)OC)F)N1CC(NS1(=O)=O)=O